ClC=1C=C(CC=2C(OC3=CC(=CC=C3C2C)OCCOC=2C(=[N+](ON2)[O-])S(=O)(=O)C2=CC=CC=C2)=O)C=CC1 4-(2-(3-(3-chlorobenzyl)-4-methyl-2-oxo-2H-chromen-7-yloxy)ethoxy)-3-(benzenesulfonyl)-1,2,5-oxadiazole-2-oxide